1-fluoromethyl carbonate C(OCF)([O-])=O